myristamide chloride [Cl-].C(CCCCCCCCCCCCC)(=O)N